B(O)(O)O.CC1=CC=CC=C1 4-methylbenzeneboric acid